[Ru].FC(C1=C(C=CC(=C1)C(F)(F)F)[C@H](C)N1N=CC(=C1)NC(=O)C1=NOC(=C1)C1=NC=CC=C1)(F)F (S)-N-(1-(1-(2,4-bis(trifluoromethyl)phenyl)ethyl)-1H-pyrazol-4-yl)-5-(pyridin-2-yl)isoxazole-3-carboxamide Ruthenium